C([C@@H](C(=O)[O-])N)O The molecule is a serinate that is the conjugate base of L-serine, obtained by deprotonation of the carboxy group. It is a serinate and a L-alpha-amino acid anion. It is a conjugate base of a L-serine. It is an enantiomer of a D-serinate.